C(C)(C)(C)OC(=O)N1CC2(CC2CC1)C1=C(N(C2=NC=C3C(=C21)N(C(N3C)=O)C(C)C)S(=O)(=O)C3=CC=CC=C3)Br (7-bromo-1-isopropyl-3-methyl-2-oxo-6-(phenylsulfonyl)-1,2,3,6-tetrahydroimidazo[4,5-d]pyrrolo[2,3-b]pyridin-8-yl)-3-azabicyclo[4.1.0]heptane-3-carboxylic acid tert-butyl ester